(3S,4R)-N-{2-[(3S)-3-[(tert-butyldimethylsilyl)oxy]-3-phenylprop-1-yn-1-yl]-3-(2,2,2-trifluoroethyl)imidazo[1,2-a]pyridin-8-yl}-3-fluoro-1-methylpiperidin-4-amine [Si](C)(C)(C(C)(C)C)O[C@H](C#CC=1N=C2N(C=CC=C2N[C@H]2[C@H](CN(CC2)C)F)C1CC(F)(F)F)C1=CC=CC=C1